benzyl N,N-dimethylaminoethylacrylate CN(C)CCC(C(=O)OCC1=CC=CC=C1)=C